1-methyl-1H-indazole-6-formamide CN1N=CC2=CC=C(C=C12)C(=O)N